CN(C(CC1=CC(=C(C(=C1)Cl)O)Cl)C1(CC1)N)C 1-(1-(dimethylamino)-2-(4-hydroxy-3,5-dichloro-phenyl)ethyl)cyclopropylamine